4-Methyl-3-oxo-1-phenyl-2,7,10,13,16,19,22-heptaoxa-4-azatetracosan-24-oic acid CN(C(OCC1=CC=CC=C1)=O)CCOCCOCCOCCOCCOCCOCC(=O)O